C(C)OC(=C)C=1N=C(C=C2C1N(N=C2)C(=O)OC(C)(C)C)C2=CN=CS2 tert-Butyl 7-(1-ethoxyvinyl)-5-(thiazol-5-yl)-1H-pyrazolo[3,4-c]pyridine-1-carboxylate